C(C)S(=O)(=O)O.C(C)S(=O)(=O)O.[Li] lithium bis(ethylsulphonic acid)